ClC1=C(C=C(C=C1)NC(CC1CN(C1)C(=O)OC(C)(C)C)=O)C tert-butyl 3-(2-((4-chloro-3-methylphenyl)amino)-2-oxoethyl)azetidine-1-carboxylate